2-keto-3-deoxygluconic acid C([C@@H]([C@@H](CO)O)O)C(=O)C(=O)O